FC(C(=O)[O-])(C(F)(F)F)F.[K+] potassium 2,2,3,3,3-pentafluoropropanoate